C1C[C@@H](CC12CCNCC2)N2C=NC1=CC=C(C(=C1C2=O)C)OC2=C(C(=CC=C2F)NS(N(C)CC)(=O)=O)C#N 3-[(3S)-8-azaspiro[4.5]decan-3-yl]-6-[2-cyano-3-[[ethyl(methyl)sulfamoyl]amino]-6-fluoro-phenoxy]-5-methyl-4-oxo-quinazoline